(2-Aminoethyl)amino-propyltriisopropoxysilan NCCNC(C)(C)O[Si](OC(C)C)(OC(C)C)CCC